FC=1CCNCC1 1,2,3,6-tetrahydro-4-fluoropyridine